COC(C[C@H]1CC[C@H]2[C@@H]([C@@H]([C@H]3[C@@H](O2)[C@H]([C@H](O3)CCOCC3=CC=CC=C3)O)O)O1)=O 2-((2R,3S,3aS,4aS,7R,8aR,9S,9aS)-2-(2-(benzyloxy)ethyl)-3,9-dihydroxydecahydrofurano[3,2-b]pyrano[2,3-e]pyran-7-yl)acetic acid methyl ester